ClC=1C(=C2C=NNC2=C(C1F)N1C(CCC1)=O)C=1C=CC=2N(C1)C=C(N2)NC(=O)C2C(C2)F N-(6-(5-chloro-6-fluoro-7-(2-oxopyrrolidin-1-yl)-1H-indazol-4-yl)imidazo[1,2-a]pyridin-2-yl)-2-fluorocyclopropane-1-carboxamide